C(C1=CC=CC=C1)OC(=O)N1[C@@H](C[C@@H](C1)NC(=O)OC(C)(C)C)C(=O)O (2S,4S)-1-((benzyloxy)carbonyl)-4-((tert-butoxycarbonyl)amino)pyrrolidine-2-carboxylic acid